(R)-N'-((5-(2-methoxypyridin-4-yl)-2,3-dihydro-1H-inden-4-yl)carbamoyl)-6,6-dimethyl-6,7-dihydro-5H-pyrazolo[5,1-b][1,3]oxazine-3-sulfonimidamide COC1=NC=CC(=C1)C=1C(=C2CCCC2=CC1)NC(=O)N=[S@](=O)(N)C=1C=NN2C1OCC(C2)(C)C